2-(2-oxobenzo[d]oxazol-3(2H)-yl)acetohydrazide O=C1OC2=C(N1CC(=O)NN)C=CC=C2